5-chloro-N-[(3,5-dichloropyridin-2-yloxy)phenylthiocarbamoyl]thiophene-2-carboxamide ClC1=CC=C(S1)C(=O)NC(N(C1=CC=CC=C1)OC1=NC=C(C=C1Cl)Cl)=S